melamine-urea salt NC(=O)N.N1=C(N)N=C(N)N=C1N